ClC=1C=C(C=C(C1)OCC=1C(=NN(C1)C)C(F)(F)F)N1C(N(C(C(=C1)C=1C(NC=CC1)=O)=O)C=1C=NC=CC1)=O 1-(3-chloro-5-((1-methyl-3-(trifluoromethyl)-1H-pyrazol-4-yl)methoxy)phenyl)-5-(2-oxo-1,2-dihydropyridin-3-yl)-3-(pyridin-3-yl)pyrimidine-2,4-dione